3-chloro-propyl methanesulfonate CS(=O)(=O)OCCCCl